C(C)OC(C)N1N=CC(=C1)C1=C(C=2N(C=N1)N=C(N2)NC2=C(C=C(C=C2)S(=O)(=O)C=2C=C(C=CC2)N2CC(C2)=O)F)OC(C)C {3-[4-({7-[1-(1-ethoxyethyl)pyrazol-4-yl]-8-isopropoxy-[1,2,4]triazolo[1,5-c]pyrimidin-2-yl}amino)-3-fluorobenzenesulfonyl]phenyl}azetidin-3-one